CC1=CCCCC1 α-methylcyclohexene